(3R)-7-((2S,5R)-4-acryloyl-2,5-dimethyl-piperazin-1-yl)-9-chloro-10-(5-chloro-2-fluorophenyl)-3-(morpholinomethyl)-2H-[1,4]oxazino[2,3,4-ij]quinazolin-5(3H)-one C(C=C)(=O)N1C[C@@H](N(C[C@H]1C)C1=NC(N2C3=C(C(=C(C=C13)Cl)C1=C(C=CC(=C1)Cl)F)OC[C@H]2CN2CCOCC2)=O)C